1-{4-chloro-2-[(oxan-2-yloxy)methyl]phenyl}cyclobutan-1-ol ClC1=CC(=C(C=C1)C1(CCC1)O)COC1OCCCC1